C(C1=CC=CC=C1)C1=NN(C(C2=CC=CC=C12)=O)NC(CC1=CC(=CC(=C1)F)F)=O N-(4-benzyl-1-oxophthalazin-2(1H)-yl)-2-(3,5-difluorophenyl)acetamide